4-(((3ar,5R,6as)-2-methyl-octahydrocyclopenta[c]pyrrol-5-yl)amino)-6-oxo-1,6-dihydropyridine-3-carboxamide CN1C[C@@H]2[C@H](C1)CC(C2)NC=2C(=CNC(C2)=O)C(=O)N